4-(2-(trifluoromethyl)phenyl)butan-2-one FC(C1=C(C=CC=C1)CCC(C)=O)(F)F